C1(CCCCC1)S(=O)(=O)N1[C@@H](CCCC1)C(=O)O (S)-1-(cyclohexylsulfonyl)piperidine-2-carboxylic acid